ClC=1C=C2C(=NC(=NC2=C(C1C1=C2C=NNC2=CC=C1C)OC1CC1)OC[C@H]1N(CCC1)C)N1C[C@@H](N(CC1)C(C=C)=O)C 1-((2S)-4-(6-chloro-8-cyclopropoxy-7-(5-methyl-1H-indazol-4-yl)-2-((((S)-1-methylpyrrolidin-2-yl))methoxy)quinazolin-4-yl)-2-methylpiperazin-1-yl)prop-2-en-1-one